C(C)(C)(C)OC(=O)N1CC(C1)CN1C(C(NC2=CC(=C(C=C12)Cl)Br)=O)=O 3-((6-bromo-7-chloro-2,3-dioxo-3,4-dihydroquinoxalin-1(2H)-yl)methyl)azetidine-1-carboxylic acid tert-butyl ester